F[C@@H]1CN(CCC1)C1=C(C=C(C=C1)C(F)(F)F)NS(=O)(=O)C=1C=C(C(=O)OC)C=CC1OC (S)-methyl 3-(N-(2-(3-fluoropiperidin-1-yl)-5-(trifluoromethyl) phenyl) sulfamoyl)-4-methoxybenzoate